CC1(O[C@@H]2[C@H](O1)[C@H](C[C@H]2N2C=CC1=C2N=CN=C1NCC1=CC=C(C=C1)OC)C1=CC(=CC=C1)C1=CN=CS1)C 7-((3aS,4R,6R,6aR)-2,2-dimethyl-6-(3-(thiazol-5-yl)phenyl)tetrahydro-4H-cyclopenta[d][1,3]dioxol-4-yl)-N-(4-methoxybenzyl)-7H-pyrrolo[2,3-d]pyrimidin-4-amine